[4-(morpholine-4-carbonyl)phenyl]boronic acid N1(CCOCC1)C(=O)C1=CC=C(C=C1)B(O)O